C(C)[S@@](=O)C=1C=C(C=NC1C=1N=C2N(C=NC(=C2)C(F)(F)F)C1)OC(C#N)(C)C 2-[[5-[(R)-ethylsulfinyl]-6-[7-(trifluoromethyl)imidazo[1,2-c]pyrimidin-2-yl]-3-pyridyl]oxy]-2-methyl-propanenitrile